2-[3-chloro-2-fluoro-6-(trifluoromethyl)phenyl]-6-[6-(cyclopropylethynyl)pyridin-3-yl]pyrimidin-4(3H)-one ClC=1C(=C(C(=CC1)C(F)(F)F)C1=NC(=CC(N1)=O)C=1C=NC(=CC1)C#CC1CC1)F